BrC1=CC=C(C=C1)C(C(=O)O)(F)F (4-bromophenyl)-difluoroacetic acid